N,N''-carbonyldiimidazole C(=O)(N1C=NC=C1)N1C=NC=C1